C(#C)C1=C(C(N(C=2N=C(N=CC21)NC2=C(C=CC=C2)OC)C2=CC=CC=C2)=O)NC(C)=O N-[5-ethynyl-2-[(2-methoxyphenyl)amino]-7-oxo-8-phenylpyrido[2,3-d]pyrimidin-6-yl]acetamide